(7S)-2-(((1-(benzo[d][1,3]dioxol-5-ylmethyl)-1H-pyrazol-4-yl)methyl)amino)-4,7,8-trimethyl-7,8-dihydropteridin-6(5H)-one O1COC2=C1C=CC(=C2)CN2N=CC(=C2)CNC2=NC=1N([C@H](C(NC1C(=N2)C)=O)C)C